2-amino-4-(1-hydroxyethyl)-N-(1-(pyrimidin-2-yl)ethyl)-N-((5-(trifluoromethyl)pyridin-2-yl)methyl)quinoline-6-carboxamide NC1=NC2=CC=C(C=C2C(=C1)C(C)O)C(=O)N(CC1=NC=C(C=C1)C(F)(F)F)C(C)C1=NC=CC=N1